7-(3-Chloro-2-fluoro-6-(1H-tetrazol-1-yl)phenyl)-3-(5-(2-(1,1-difluoro-2-hydroxyethyl)-3-fluoropyridin-4-yl)-1H-imidazol-2-yl)-2,3,8,8a-tetrahydroindolizin-5(1H)-one ClC=1C(=C(C(=CC1)N1N=NN=C1)C1=CC(N2C(CCC2C1)C=1NC(=CN1)C1=C(C(=NC=C1)C(CO)(F)F)F)=O)F